trimethyl-(prop-2-yn-1-yl)silane C[Si](CC#C)(C)C